ClC=1C(=CC=C2N=CC(=NC12)C=1C=NN(C1)CC1CC(C1)(OC)OC)OC=1C=CC2=C(N(C(=N2)C)COCC[Si](C)(C)C)C1F 8-chloro-2-(1-((3,3-dimethoxycyclobutyl)methyl)-1H-pyrazol-4-yl)-7-((7-fluoro-2-methyl-1-((2-(trimethylsilyl)ethoxy)methyl)-1H-benzo[d]imidazol-6-yl)oxy)quinoxaline